N-(2-([1,1'-biphenyl]-4-yl)ethyl)-4-(furan-2-yl)aniline C1(=CC=C(C=C1)CCNC1=CC=C(C=C1)C=1OC=CC1)C1=CC=CC=C1